CS(=O)(=O)N1CCC(CC1)NC1=NC=C(C(=N1)[Sn](C)(C)C)C(F)(F)F N-(1-methylsulfonylpiperidin-4-yl)-5-(trifluoromethyl)-4-trimethylstannyl-pyrimidin-2-amine